tartaric acid diboron [B].[B].C(C(O)C(O)C(=O)O)(=O)O